NCC(=O)N1CC(C1)(C)O 2-amino-1-(3-hydroxy-3-methylazetidin-1-yl)ethan-1-one